ClC1=C(C=C(C=C1NC1=NC=2N(C(=N1)N(CC1=CC=C(C=C1)OC)C1CC1)N=CC2C#N)C#N)N2CCN(CC2)C(=O)OC(C)(C)C tert-butyl 4-(2-chloro-5-cyano-3-((8-cyano-4-(cyclopropyl(4-methoxybenzyl)amino)pyrazolo[1,5-a][1,3,5]triazin-2-yl)amino)phenyl)piperazine-1-carboxylate